6-((((S)-1-(6-aminopyridin-3-yl)piperidin-3-yl)((2-methoxypyridin-4-yl)methyl)amino)methyl)-9,10-difluoro-3-(methoxymethyl)-2,3-dihydro-7H-[1,4]oxazino[2,3,4-ii]quinolin-7-one NC1=CC=C(C=N1)N1C[C@H](CCC1)N(CC1=CC(=NC=C1)OC)CC1=CN2C3=C(C(=C(C=C3C1=O)F)F)OCC2COC